methyl 3-oxo-2-pentylcyclopentaneacetate O=C1C(C(CC1)CC(=O)OC)CCCCC